C(C)NC(=O)NC1=NC=C2C=C(C=NC2=C1)C=1C=NC(=CC1C)C(CC)O 1-ethyl-3-(3-(6-(1-hydroxypropyl)-4-methylpyridin-3-yl)-1,6-naphthyridin-7-yl)urea